1-iodo-4-propylbenzene IC1=CC=C(C=C1)CCC